2-cyanopyridine-5-boronic acid pinacol ester C(#N)C1=NC=C(C=C1)B1OC(C)(C)C(C)(C)O1